CC(C)(C(C)(N)C)NC=1C2=C(N=C(N1)C1=CC=NC=C1)C=NC=C2 2,3-dimethyl-N2-(2-(pyridin-4-yl)pyrido[3,4-d]pyrimidin-4-yl)butane-2,3-diamine